4-[([7-acetamido-5-methylpyrrolo[3,2-d]pyrimidin-4-yl]-amino)methyl]phenylboronic acid C(C)(=O)NC1=CN(C2=C1N=CN=C2NCC2=CC=C(C=C2)B(O)O)C